C(#N)[C@@H]1[C@@H](CN(CCC1)C=1C2=C(N=C(N1)OCC13CCCN3CCC1)C(=C(N=C2)C2=CC(=CC1=CC=C(C(=C21)C#C)F)O)F)NC(C=C)=O N-((3S,4S)-4-cyano-1-(7-(8-ethynyl-7-fluoro-3-hydroxynaphthalen-1-yl)-8-fluoro-2-((tetrahydro-1H-pyrrolizin-7a(5H)-yl)methoxy)pyrido[4,3-d]pyrimidin-4-yl)azepan-3-yl)acrylamide